Water HCl Hydrogen chloride Cl.Cl.O